N,N,N',N'-tetramethylbutylene-diamine CN(CCCCN(C)C)C